Trans-(6-chloropyrimidin-4-yl)(4-(3,4-dihydroisoquinolin-2(1H)-yl)-3-hydroxypiperidin-1-yl)methanone ClC1=CC(=NC=N1)C(=O)N1C[C@H]([C@@H](CC1)N1CC2=CC=CC=C2CC1)O